BrC1=CC(=CN(C1=O)C)C(=O)O 5-Bromo-1-methyl-6-oxo-1,6-dihydropyridine-3-carboxylic acid